NC1=CC(=C(C=C1OC)N1CCN(CC1)C(=O)OC(C)(C)C)F tert-butyl 4-(4-amino-2-fluoro-5-methoxy-phenyl)piperazine-1-carboxylate